(4aR,7aS)-hexahydrofuro[3,4-b]pyrazin N1C=2[C@@H](NCC1)COC2